N-{(8-[{4-(trifluoromethyl)phenyl}sulfonyl]quinolin-5-yl)methyl}acrylamide FC(C1=CC=C(C=C1)S(=O)(=O)C=1C=CC(=C2C=CC=NC12)CNC(C=C)=O)(F)F